ClC=1C=CC(=NC1)[C@@]1(C[C@@H](N[C@@H](C1)C=1N=NN(C1)C)C)C(=O)N (2S,4S,6S)-4-(5-Chloropyridin-2-yl)-2-methyl-6-(1-methyl-1H-1,2,3-triazol-4-yl)piperidine-4-carboxamide